C(C)(C)(C)NC(=O)C[C@@]12CCC[C@H]1[C@@H]1CCC3=CC(CC[C@]3(C)[C@H]1CC2)=O (N-tert-butyl-amino-formyl)androst-4-en-3-one